NC=1C(=C(C=C2C=C(N=CC12)NC(O[C@H]1COCC1)=O)C=1C(=C2C(=NC1)CC[C@H]2O)C)F (R)-Tetrahydrofuran-3-yl (8-amino-7-fluoro-6-((R)-5-hydroxy-4-methyl-6,7-dihydro-5H-cyclopenta[b]pyridin-3-yl)isoquinolin-3-yl)carbamate